N(CCO)CCO 2,2'-iminodiethane-1-ol